3-(tert-butyldimethylsilyloxy)propanal [Si](C)(C)(C(C)(C)C)OCCC=O